O1COC2=C1C=CC(=C2)CC2(NC(=NC(=C2)C2=CC=C(C=C2)C)N)N 4-(benzo[d][1,3]dioxol-5-ylmethyl)-6-(p-methylphenyl)pyrimidine-2,4-diamine